5-((1-((2-butyramidopyridin-4-yl)methyl)azetidin-3-yl)amino)-N,6-dimethylpicolinamide C(CCC)(=O)NC1=NC=CC(=C1)CN1CC(C1)NC=1C=CC(=NC1C)C(=O)NC